methacryloyloxypropyl-silane C(C(=C)C)(=O)OCCC[SiH3]